3-((4-(trifluoromethyl)benzyl)oxy)azetidine 4-methylbenzenesulfonate CC1=CC=C(C=C1)S(=O)(=O)O.FC(C1=CC=C(COC2CNC2)C=C1)(F)F